2-((1-benzyl-5-(1-(4-methoxyphenyl)-1H-pyrazol-4-yl)piperidin-3-yl)oxy)-5-nitrobenzaldehyde C(C1=CC=CC=C1)N1CC(CC(C1)C=1C=NN(C1)C1=CC=C(C=C1)OC)OC1=C(C=O)C=C(C=C1)[N+](=O)[O-]